BrC1=CC(=C2C(=NC=NC2=C1)NC1=NC(=NC(=C1)C)N1CCC(CC1)(F)F)N1CCC2(CC2)CC1 7-bromo-N-(2-(4,4-difluoropiperidin-1-yl)-6-methylpyrimidin-4-yl)-5-(6-azaspiro[2.5]octan-6-yl)quinazolin-4-amine